4-[(3-Chloro-4-fluorophenyl)amino]-6-{[4-(morpholine-4-yl)-1-oxo-2-butene-1-yl]amino}-7-cyclopropylmethoxy-quinazoline ClC=1C=C(C=CC1F)NC1=NC=NC2=CC(=C(C=C12)NC(C=CCN1CCOCC1)=O)OCC1CC1